C\C(=C/CO)\CC\C=C(\CCC=C(C)C)/C (2e,6e)-3,7,11-trimethyl-2,6,10-dodecatrien-1-ol